[Na+].[Na+].C(C)OC(CN(S(=O)(=O)[O-])S(=O)(=O)[O-])OCC N-(2,2-diethoxyethyl)imidodisulfuric acid disodium salt